OC1=C(C=NCC(C)N=CC2=C(C=CC=C2)O)C=CC=C1 N,N'-bis(o-hydroxybenzylidene)-1,2-diaminopropane